C1(CC1)C=1C=C2CC(CC2=CC1)N 5-cyclopropyl-2,3-dihydro-1H-inden-2-amine